OC(CC(=O)[C@@](O)(C[N+](C)(C)C)CC([O-])=O)C (S)-3-hydroxybutyrylcarnitine